ClC1=C(C=CC(=C1)Cl)C(C(C)NC(=O)C=1C(=NN(C1)C)C(F)F)OC N-[1-(2,4-Dichlorophenyl)-1-methoxypropan-2-yl]-3-(difluoromethyl)-1-methyl-1H-pyrazol-4-carboxamid